FC(C1(C(NC(N1)=O)=O)C1=CC=C(C=C1)C(=O)N1CCN(CC1)C1=NC(=C(C=C1C)C)C)(F)F 5-trifluoromethyl-5-{4-[4-(3,5,6-trimethylpyridin-2-yl)piperazine-1-carbonyl]phenyl}imidazolidine-2,4-dione